C(C)(C)C1=C(C=C(C=C1)C)[O-] 2-isopropyl-5-methylphenolate